(+/-)-1-(2,5-dimethoxy-4-iodophenyl)-2-aminopropane COC1=C(C=C(C(=C1)I)OC)C[C@@H](C)N |r|